C(C)OC(=O)C1=C(N=C(S1)NC1=NC(=CC(=N1)N1CCN(CC1)C)OC1=CC=C(C=C1)OC)C 2-[[4-[4-methyl-1-piperazinyl]-6-[(4-methoxyphenyl)oxy]-2-pyrimidinyl]amino]-4-methyl-5-thiazolecarboxylic acid ethyl ester